ethyl 2-[1-(4-cyano-1,3-thiazol-2-yl)-1H-pyrazol-4-yl]propanoate C(#N)C=1N=C(SC1)N1N=CC(=C1)C(C(=O)OCC)C